FC=1C=C(C=CC1)S(=O)(=O)C12C(CCC=3C=C(N=CC13)C(C(F)(F)F)(C(F)(F)F)F)N(CC2)C(=O)[C@H]2[C@H](C[C@@H](CC2)C(=O)O)C (1R,3S,4R)-4-(9a-((3-fluorophenyl)sulfonyl)-3-(perfluoropropan-2-yl)-6,6a,7,8,9,9a-hexahydro-5H-pyrrolo[2,3-H]isoquinoline-7-carbonyl)-3-methylcyclohexane-1-carboxylic acid